C(C)(=O)O.CCCCCCCCCC=CC=CC=CC 10,12,14-hexadecatriene acetate